O1C(=NC=C1)CCCC1=CC=C(C=N1)NC(C(=O)NC1=C(C(=C(C#N)C=C1)C(F)(F)F)F)(C)C 4-[2-[6-[3-(2-oxazolyl)propyl]-3-pyridyl]aminoisobutyramido]-3-fluoro-2-(trifluoromethyl)benzonitrile